C(C)NS(=O)(=O)C1=C(C=CC(=C1)NC1=NN(C(C=C1)=O)C)C1=CN=C(S1)[C@@H]1CC[C@H](CC1)NC(OC(C)C)=O isopropyl trans-N-[4-[5-[2-(ethylsulfamoyl)-4-[(1-methyl-6-oxo-pyridazin-3-yl)amino]phenyl]thiazol-2-yl]cyclohexyl]carbamate